FC(C1=CC=C(OCCO)C=C1)(F)F 2-(4-(trifluoromethyl)phenoxy)ethan-1-ol